6-(2-chlorophenyl)-8-methyl-2-(methylthio)pyrido[2,3-d]pyrimidin-7(8H)-one ClC1=C(C=CC=C1)C1=CC2=C(N=C(N=C2)SC)N(C1=O)C